Potassium-silicon-calcium [Ca].[Si].[K]